COC=1C=C(C=CC1OC)C1=CC=NC=2N1N=C(C2)C(=O)N2C[C@@H](N(CC2)C(C2=C(C=CC=C2)F)=O)C (S)-(7-(3,4-dimethoxyphenyl)pyrazolo[1,5-a]pyrimidin-2-yl)(4-(2-fluorobenzoyl)-3-methylpiperazin-1-yl)methanone